(4-(4-(2-butyl-1-(4-(4-chlorophenoxy)phenyl)-1H-imidazol-4-yl)piperidin-1-yl)butyl)-1H-indole-5-carbonitrile C(CCC)C=1N(C=C(N1)C1CCN(CC1)CCCCN1C=CC2=CC(=CC=C12)C#N)C1=CC=C(C=C1)OC1=CC=C(C=C1)Cl